3-(5-(((2R,3S)-3-((4-(difluoromethoxy)cyclohexyl)amino)tetrahydro-2H-pyran-2-yl)methyl)-4-fluoro-1-oxoisoindolin-2-yl)piperidine-2,6-dione FC(OC1CCC(CC1)N[C@@H]1[C@H](OCCC1)CC=1C(=C2CN(C(C2=CC1)=O)C1C(NC(CC1)=O)=O)F)F